(2S)-2-({1-cyclopentyl-5-[3-(trifluoromethyl)pyridin-2-yl]-1H-1,2,4-triazol-3-yl}formamido)-N-(2-methoxyethyl)-N-methyl-4-phenylbutanamide C1(CCCC1)N1N=C(N=C1C1=NC=CC=C1C(F)(F)F)C(=O)N[C@H](C(=O)N(C)CCOC)CCC1=CC=CC=C1